O=C1NC(CCC1C1=CC=CC=N1)=O 6-(2,6-dioxopiperidin-3-yl)pyridine